(R)-3-methyl-4-(7-(methylsulfonyl)-2-(1H-pyrrolo[2,3-b]pyridin-4-yl)-7H-pyrrolo[2,3-d]pyrimidin-4-yl)morpholine ethyl-8-(hydroxymethyl)-4-oxo-chromene-2-carboxylate C(C)OC(=O)C=1OC2=C(C=CC=C2C(C1)=O)CO.C[C@H]1N(CCOC1)C=1C2=C(N=C(N1)C1=C3C(=NC=C1)NC=C3)N(C=C2)S(=O)(=O)C